6-(2-methoxy-4,6-dimethyl-phenyl)-3-[(3R)-1-methyl-3-piperidyl]pyrido[2,3-e][1,2,4]triazine COC1=C(C(=CC(=C1)C)C)C=1C=CC2=C(N=C(N=N2)[C@H]2CN(CCC2)C)N1